C(=O)(O)C1=CC(=[N+](C=C1)[O-])CO 4-carboxy-2-(hydroxymethyl)pyridine 1-oxide